COC1=C(C=C(C=C1)C)[C@]1([C@H](C1)C1=CC=C(C=C1)OC)C(=O)NS(=O)(=O)C=1C=2C=CC(=NC2C=CC1)C (1S,2R)-1-(2-methoxy-5-methylphenyl)-2-(4-methoxyphenyl)-N-(2-methylquinoline-5-sulfonyl)cyclopropane-1-carboxamide